N-vinyl-normal propylamide C(=C)[N-]CCC